(((9aR,10S)-10-((R)-(2,3-difluorophenyl)(phenyl)methyl)-3,5-dioxo-3,5,8,9,9a,10-hexahydro-7H-pyrrolo[1',2':4,5]pyrazino[1,2-b]pyridazin-4-yl)oxy)methyl L-valinate N[C@@H](C(C)C)C(=O)OCOC1=C2N(N=CC1=O)[C@H]([C@@H]1N(C2=O)CCC1)[C@H](C1=CC=CC=C1)C1=C(C(=CC=C1)F)F